C(C)(C)(C)OC(\C=C\C1=CC=C(C=C1)O)=O trans-p-coumaric acid tert-butyl ester